O=C1C[C@H](N(C1)C(=O)OC(C)(C)C)C(=O)OC(C)(C)C Di-tert-butyl (2S)-4-oxopyrrolidine-1,2-dicarboxylate